C1(=CC=CC=C1)C1=CC=CC(=N1)NC1=NC(=NC=C1C(F)(F)F)N[C@@H]1CNCCC1 (S)-N4-(6-phenylpyridin-2-yl)-N2-(piperidin-3-yl)-5-(trifluoromethyl)pyrimidine-2,4-diamine